Cbz-(S)-2-formylalanine methyl ester COC([C@](NC(=O)OCC1=CC=CC=C1)(C)C=O)=O